(3S)-N-[3-(2'-amino-6-[[(2R)-1-hydroxypropan-2-yl]amino]-[2,4'-bipyridin]-4-yl)-4-methylphenyl]-3-(2,2,2-trifluoroethyl)pyrrolidine-1-carboxamide NC1=NC=CC(=C1)C1=NC(=CC(=C1)C=1C=C(C=CC1C)NC(=O)N1C[C@@H](CC1)CC(F)(F)F)N[C@@H](CO)C